CC1(OB(OC1(C)C)C=1CCC2(CC2)CC1)C 4,4,5,5-tetramethyl-2-spiro[2.5]oct-6-en-6-yl-1,3,2-dioxaborolane